[O-2].[Ag+].[Si+4] silicon-silver oxide